F[C@@H]1[C@H](CNC1)NC1=NC=CC(=N1)C1=CN=C2N1C=CC(=C2)OC N-((3S,4S)-4-fluoropyrrolidin-3-yl)-4-(7-methoxyimidazo[1,2-a]pyridin-3-yl)pyrimidin-2-amine